BrC1=C(OC2C(CC2)=O)C=CC=C1F 2-(2-bromo-3-fluorophenoxy)cyclobutan-1-one